(+)-5-Benzyl 1,1-diethyl 3-((tert-butoxycarbonyl)amino)-2-methylpentane-1,1,5-tricarboxylate C(C)(C)(C)OC(=O)NC(C(C(C(=O)OCC)C(=O)OCC)C)CCC(=O)OCC1=CC=CC=C1